N-[4-[(2R)-1-[5-(6-ethoxypyrazin-2-yl)-1,3-thiazole-2-carbonyl]pyrrolidin-2-yl]pyrimidin-2-yl]cyclopropanesulfonamide C(C)OC1=CN=CC(=N1)C1=CN=C(S1)C(=O)N1[C@H](CCC1)C1=NC(=NC=C1)NS(=O)(=O)C1CC1